ClC=1C=C(OC2CCC(CC2)NC(=O)C=2N=NC(=CC2)N2C[C@@H](CCC2)CN2CCC(CC2)N2N=CC3=C(C=CC=C23)N2C(NC(CC2)=O)=O)C=CC1C#N N-((1r,4R)-4-(3-chloro-4-cyanophenoxy)cyclohexyl)-6-((S)-3-((4-(4-(2,4-dioxotetrahydropyrimidin-1(2H)-yl)-1H-indazol-1-yl)piperidin-1-yl)methyl)piperidin-1-yl)pyridazine-3-carboxamide